5'-chloro-N-(2-hydroxybutyl)-7'-oxo-7',8'-dihydro-6'H-spiro[cyclohexane-1,9'-furo[2,3-f]quinazoline]-2'-carboxamide ClC=1C=C2C(=C3C4(NC(NC13)=O)CCCCC4)OC(=C2)C(=O)NCC(CC)O